C(C)O[Si](CCCN(CCOCCOCCOCCOCCOC)CCC[Si](OCC)(OCC)OCC)(OCC)OCC N,N-bis(3-(triethoxysilyl)propyl)-2,5,8,11,14-pentaoxahexadecan-16-amine